4-(9-(4-(2-(2-aminopyridin-3-yl)-5-phenyl-3H-imidazo[4,5-b]pyridin-3-yl)benzyl)-3,9-diazaspiro[5.5]undecane-3-carbonyl)-2-hydroxybenzaldehyde NC1=NC=CC=C1C1=NC=2C(=NC(=CC2)C2=CC=CC=C2)N1C1=CC=C(CN2CCC3(CCN(CC3)C(=O)C3=CC(=C(C=O)C=C3)O)CC2)C=C1